tert-Butyl 4-(2,3-difluoro-4-formylphenyl)piperazine-1-carboxylate FC1=C(C=CC(=C1F)C=O)N1CCN(CC1)C(=O)OC(C)(C)C